CS(=O)CCCCN 4-(methanesulfinyl)butan-1-amine